(4-cyclopropyl-6-methoxy-pyrimidin-2-yl)amine C1(CC1)C1=NC(=NC(=C1)OC)N